C(C)[C@@H](C(=O)O)[C@@H](CCCCCCC)O (2R,3R)-2-ethyl-3-hydroxydecanoic acid